tert-butyl (4E)-3,3-dimethyl-4-[3-[3-(pyrrolidin-1-ylmethyl)phenyl]prop-2-ynylidene]piperidine-1-carboxylate CC/1(CN(CC\C1=C/C#CC1=CC(=CC=C1)CN1CCCC1)C(=O)OC(C)(C)C)C